S[Co] mercaptocobalt